CNCCCNC(C=C)=O N-(3-methylaminopropyl)acrylamide